CC=1N=C2N(C=C(C=N2)NC(=O)N2CCC=3C2=NC=CC3N3CCN(C2(CC2)C3)C(=O)OC(C)(C)C)C1 tert-butyl 7-(1-((2-methylimidazo[1,2-a]pyrimidin-6-yl)carbamoyl)-2,3-dihydro-1H-pyrrolo[2,3-b]pyridin-4-yl)-4,7-diazaspiro[2.5]octane-4-carboxylate